FC(C)(C)C1=NC=C(C(=N1)OC1=CC=CC=C1)C(=O)O 2-(2-fluoropropane-2-yl)-4-phenoxypyrimidine-5-carboxylic acid